4-[2-[2-(1-methyl-4-piperidyl)pyrimidin-4-yl]pyrido[3,2-d]pyrimidin-4-yl]morpholine CN1CCC(CC1)C1=NC=CC(=N1)C=1N=C(C2=C(N1)C=CC=N2)N2CCOCC2